6-isopropyl-2-(4-(1-isopropylpiperidin-4-yl)-2-methylpiperazin-1-yl)-4H-pyrrolo[3,2-d]thiazole C(C)(C)C1=CNC2=C1N=C(S2)N2C(CN(CC2)C2CCN(CC2)C(C)C)C